N-[4-[(2,5-dioxopyrrolidin-3-yl)methyl]phenyl]-3-(2-pyrimidin-2-ylethynyl)benzamide O=C1NC(CC1CC1=CC=C(C=C1)NC(C1=CC(=CC=C1)C#CC1=NC=CC=N1)=O)=O